C(C)(C)(C)OC(N[C@@H](CC1=C(C=C(C=C1)C=1N(C2=CC=CC=C2C1)C)F)C#N)=O (S)-(1-cyano-2-(2-fluoro-4-(1-methyl-1H-indol-2-yl)phenyl)ethyl)carbamic acid tert-butyl ester